C(C)(C)(C)OC(=O)N1[C@H](C[C@H](C1)O)C1=CC(=C(C=C1)C1N(CC(C1)O)C(=O)OC(C)(C)C)OC tert-butyl 2-(4-((cis)-1-(tert-butoxycarbonyl)-4-hydroxypyrrolidin-2-yl)-2-methoxyphenyl)-4-hydroxypyrrolidin-1-carboxylate